3-[(3-chloro-2-methoxyphenyl)amino]-2-[6-(1-ethoxyethyl)-1,5-naphthyridin-4-yl]-1H,5H,6H,7H-pyrrolo[3,2-c]pyridin-4-one ClC=1C(=C(C=CC1)NC1=C(NC2=C1C(NCC2)=O)C2=CC=NC1=CC=C(N=C21)C(C)OCC)OC